aminohydroxysuccinimidyl succinate C(CCC(=O)[O-])(=O)ON1C(C(CC1=O)(O)N)=O